N-(5-bromo-2-(2,2,2-trifluoroacetyl)phenyl)-2,2,2-trifluoroacetamide BrC=1C=CC(=C(C1)NC(C(F)(F)F)=O)C(C(F)(F)F)=O